N-{(4aR,6R)-2-[4-(2,6-difluorophenyl)-6-ethoxy-5-fluoro-1,2-benzoxazol-3-yl]-5,5-difluoro-1-oxooctahydropyrrolo[1,2-c]pyrimidin-6-yl}methanesulfonamide FC1=C(C(=CC=C1)F)C1=C(C(=CC2=C1C(=NO2)N2C(N1[C@H](CC2)C([C@@H](C1)NS(=O)(=O)C)(F)F)=O)OCC)F